C(CCCCCCCCCCCCCCCCC)C(CCO)(CCO)Cl octadecyl-bishydroxyethyl-methyl chloride